O=S.[Bi].[Ag] silver bismuth oxysulfide